3-[[1-[(4-methoxyphenyl)methyl]-3-(trifluoromethyl)-5,6-dihydro-4H-pyrazolo[3,4-b]pyridin-7-yl]methyl]bicyclo[1.1.1]pentane-1-carboxylic acid COC1=CC=C(C=C1)CN1N=C(C2=C1N(CCC2)CC21CC(C2)(C1)C(=O)O)C(F)(F)F